di-tert-butyl ((butane-1,4-diylbis(azanediyl))bis(pentane-4,2-diyl))dicarbamate C(CCCNC(CC(C)NC(OC(C)(C)C)=O)C)NC(CC(C)NC(OC(C)(C)C)=O)C